BrC=1C=C2C(C(N(C2=C(C1)F)C=1C(N(C=CC1)CCCC(=O)OC(C)(C)C)=O)=O)(C)C tert-butyl 4-(3-(5-bromo-7-fluoro-3,3-dimethyl-2-oxoindolin-1-yl)-2-oxopyridin-1(2H)-yl)butanoate